4-((2-methoxybenzyl)oxy)cyclohexane-1-carbaldehyde COC1=C(COC2CCC(CC2)C=O)C=CC=C1